4-(3-azidopropoxy)-2-(2,6-dioxopiperidin-3-yl)isoindoline-1,3-dione N(=[N+]=[N-])CCCOC1=C2C(N(C(C2=CC=C1)=O)C1C(NC(CC1)=O)=O)=O